4-bromo-7,8-dihydro-[1,4]dioxino[2',3':3,4]benzo[1,2-d]thiazol-2-amine BrC1=CC2=C(C3=C1N=C(S3)N)OCCO2